sulphanylidenecyanamide S=NC#N